(S)-N-(1-(5-(2-methoxy-4-(pyridin-3-yl)phenyl)oxazol-2-yl)-7-oxononyl)-8-methyl-1-oxa-2,8-diazaspiro[4.5]dec-2-ene-3-carboxamide (2R,3R)-2,3-dihydroxysuccinate O[C@@H](C(=O)O)[C@H](C(=O)O)O.COC1=C(C=CC(=C1)C=1C=NC=CC1)C1=CN=C(O1)[C@H](CCCCCC(CC)=O)NC(=O)C1=NOC2(C1)CCN(CC2)C